3-Bromo-4-methoxy-8-((5-methyl-1-(1-methyl-1H-pyrazol-4-yl)-1H-indazol-6-yl)oxy)-5,6,7,8-tetrahydroquinoline BrC=1C=NC=2C(CCCC2C1OC)OC1=C(C=C2C=NN(C2=C1)C=1C=NN(C1)C)C